(2r,5s)-2-(2-(4-bromophenyl)-4-(4-fluorophenyl)oxazol-5-yl)-5-methyl-3-(2-(2-oxo-2,3-dihydro-1H-benzo[d]imidazol-5-yl)ethyl)oxazolid BrC1=CC=C(C=C1)C=1OC(=C(N1)C1=CC=C(C=C1)F)[C-]1OC(=CN1CCC1=CC2=C(NC(N2)=O)C=C1)C